4-(4-((2-(4-chlorophenyl)-4,4-dimethylcyclohex-1-enyl)methyl)piperazin-1-yl)-N-(4-((cis-4-methoxycyclohexyl)methoxy)-3-nitrophenylsulfonyl)benzamide ClC1=CC=C(C=C1)C1=C(CCC(C1)(C)C)CN1CCN(CC1)C1=CC=C(C(=O)NS(=O)(=O)C2=CC(=C(C=C2)OC[C@@H]2CC[C@@H](CC2)OC)[N+](=O)[O-])C=C1